ClC=1C=CC(=C(\C=N/C(C(CO)=O)CC2=CC=C(C=C2)O)C1)O (Z)-3-(5-chloro-2-hydroxybenzylidene-amino)-1-hydroxy-4-(4-hydroxyphenyl)-butan-2-one